ClC[C@H]1C[C@@H](NC1)CONC(=O)[C@H]1N2C(N([C@H](CC1)C2)OS(=O)(=O)O)=O (2S,5R)-N-{[(2R,4S)-4-Chloromethyl-pyrrolidin-2-yl]methyloxy}-7-oxo-6-(sulfooxy)-1,6-diazabicyclo[3.2.1]octane-2-carboxamide